NCCCCC1=CC=C(C=C1)C1=N[C@@H](C=2N(C3=C1C(=C(S3)C)C)C(=NN2)C)CC(=O)OC(C)(C)C tert-butyl (R)-2-(4-(4-(4-aminobutyl)phenyl)-2,3,9-trimethyl-6H-thieno[3,2-f][1,2,4]triazolo[4,3-a][1,4]diazepin-6-yl)acetate